5,8-dimethyl-2-(methylthio)pyrido[2,3-d]pyrimidin-7(8H)-one CC1=CC(N(C=2N=C(N=CC21)SC)C)=O